(S)-2-benzyl-1-(prop-2-yn-1-yl)ethylenimine tert-butyl-2-(5-chloro-2-methoxy-4-pyridinyl)-6,7-dihydro-4H-pyrazolo[1,5-a]pyrazine-5-carboxylate C(C)(C)(C)OC(=O)N1CC=2N(CC1)N=C(C2)C2=CC(=NC=C2Cl)OC.C(C2=CC=CC=C2)C2[N@](C2)CC#C